C(C)(C)C=1C=C(C=2C=CC=3N(C2N1)C=C(N3)C(=O)OCC)C(C(F)(F)F)(F)F ethyl 2-isopropyl-4-(1,1,2,2,2-pentafluoroethyl)imidazo[1,2-a]1,8-naphthyridine-8-carboxylate